N-(1'-(6'-methoxy-4-methyl-[2,3'-bipyridin]-6-yl)-1',2'-dihydrospiro[cyclopropane-1,3'-pyrrolo[3,2-c]pyridin]-6'-yl)acetamide COC1=CC=C(C=N1)C1=NC(=CC(=C1)C)N1CC2(C=3C=NC(=CC31)NC(C)=O)CC2